O1C=CC2=C1C=CC(=C2)\C=C/2\C(NC(=N2)NC2=CC=CC=C2)=O (Z)-5-(benzofuran-5-ylmethylene)-2-(phenylamino)-3,5-dihydro-4H-imidazol-4-one